C1(CCCCC1)[C@@H](C(=O)O)N(C)C(=O)OCC1C2=CC=CC=C2C=2C=CC=CC12 (2S)-2-Cyclohexyl-2-[9H-fluoren-9-ylmethoxycarbonyl(methyl)amino]acetic acid